6-[(5-chloro-2-{[4-(4-{[2-(2,6-dioxopiperidin-3-yl)-1-oxo-2,3-dihydro-1H-isoindol-4-yl]amino}piperidin-1-yl)-5-ethyl-2-methoxyphenyl]amino}pyrimidin-4-yl)amino]quinoxaline ClC=1C(=NC(=NC1)NC1=C(C=C(C(=C1)CC)N1CCC(CC1)NC1=C2CN(C(C2=CC=C1)=O)C1C(NC(CC1)=O)=O)OC)NC=1C=C2N=CC=NC2=CC1